(3-(2-(1-(1-(1-(5-(2,6-dioxopiperidin-3-yl)pyridin-2-yl)piperidine-4-carbonyl)piperidine-4-carbonyl)piperidin-4-yl)-5-(pyridin-4-yl)thiazol-4-yl)-2-fluorophenyl)propane-1-sulfonamide O=C1NC(CCC1C=1C=CC(=NC1)N1CCC(CC1)C(=O)N1CCC(CC1)C(=O)N1CCC(CC1)C=1SC(=C(N1)C=1C(=C(C=CC1)C(CC)S(=O)(=O)N)F)C1=CC=NC=C1)=O